iron-magnesium [Mg].[Fe]